(1R,2R,5R)-1-amino-2-(((S)-2-amino-3-methylbutanamido)methyl)-5-(2-boronoethyl)cyclohexane-1-carboxylic acid N[C@]1([C@H](CC[C@H](C1)CCB(O)O)CNC([C@H](C(C)C)N)=O)C(=O)O